NCCOCCOC1=CC2=C(N(C(N2C)=O)C2C(NC(CC2)=O)=O)C=C1 3-[5-[2-(2-Aminoethoxy)ethoxy]-3-methyl-2-oxo-benzimidazol-1-yl]piperidine-2,6-dione